ClC=1C=C(C=CC1F)C=1SC(=C(N1)C1=NN(N=C1C#N)C(C)OC(=O)OCC(C(=O)O)(C)C)C 3-(1-{4-[2-(3-chloro-4-fluoro-phenyl)-5-methyl-thiazol-4-yl]-5-cyano-2H-[1,2,3]triazol-2-yl}-ethoxycarbonyloxy)-2,2-dimethyl-propionic acid